C(C=C)[C@@H]1[C@@H](CC[C@@H](C1)CO[Si](C1=CC=CC=C1)(C1=CC=CC=C1)C(C)(C)C)N |r| (±)-(1R,2S,4S)-2-allyl-4-(((tert-butyldiphenylsilyl)oxy)methyl)cyclohexan-1-amine